NC1=NC=NN2C1=C(C=C2C2=CC(=NC=C2)C(F)F)N2CC(CCC2)C=2C(=C(SC2C(F)F)C(=O)N)OCCN2CCN(CC2)C (1-(4-amino-7-(2-(difluoromethyl)pyridin-4-yl)pyrrolo[2,1-f][1,2,4]triazin-5-yl)piperidin-3-yl)-5-(difluoromethyl)-3-(2-(4-methylpiperazin-1-yl)ethoxy)thiophene-2-carboxamide